BrC1=CC=C2C=CC=C3C4=C(C=CC5=CC=CC(C1=C23)=C45)Br 1,7-dibromo-perylene